((S)-1-(methylglycyl)-2-methylpyrrolidine-2-carbonyl)-L-glutamic acid CNCC(=O)N1[C@@](CCC1)(C(=O)N[C@@H](CCC(=O)O)C(=O)O)C